S1C2=C(C=C1C(=O)N1CCC(CC1)N1C(NC3=C1C=CC=C3)=O)CCCCC2 1-[1-[(5,6,7,8-tetrahydro-4H-cyclohepta[b]thien-2-yl)carbonyl]-4-piperidinyl]-2H-benzimidazol-2-one